ClC1=C(C=NO)C=CC=C1 chloro-benzaldehyde oxime